C1(=CC=CC=C1)C=1NC2=CC=CC=C2C1C=O 2-PHENYLINDOLE-3-CARBOXALDEHYDE